2-(4-((2,4-dioxo-1,2,3,4-tetrahydroquinazolin-6-yl)(methyl)amino)-2-methoxyphenyl)-N,N-dimethylacetamide O=C1NC2=CC=C(C=C2C(N1)=O)N(C1=CC(=C(C=C1)CC(=O)N(C)C)OC)C